2-(5-(((1S,2S,3R,5R)-2-fluoro-9-azabicyclo[3.3.1]nonan-3-yl)(methyl)amino)pyrazin-2-yl)-5-(1H-imidazol-1-yl)phenol F[C@H]1[C@@H]2CCC[C@H](C[C@H]1N(C=1N=CC(=NC1)C1=C(C=C(C=C1)N1C=NC=C1)O)C)N2